7-(1-(2H-tetrazol-2-yl)ethyl)-4-bromo-5-chloro-6-fluoro-1-(tetrahydro-2H-pyran-2-yl)-1H-indazole N=1N(N=NC1)C(C)C=1C(=C(C(=C2C=NN(C12)C1OCCCC1)Br)Cl)F